C(C)(=O)NNC(CC12CC(CC(N1C(=O)NC1=CC(=C(C=C1)Cl)N1N=CC=N1)C2)C)=O 1-(2-(2-acetylhydrazineyl)-2-oxoethyl)-N-(4-chloro-3-(2H-1,2,3-triazol-2-yl)phenyl)-3-methyl-6-azabicyclo[3.1.1]heptane-6-carboxamide